ClC=1C(=NC(=NC1)NC=1C(=NN(C1)[C@H]1CN(CC1)C)C)NCCCN1C(CCCC1)=O |r| rac-(R)-1-(3-((5-chloro-2-((3-methyl-1-(1-methylpyrrolidin-3-yl)-1H-pyrazol-4-yl)amino)pyrimidin-4-yl)amino)propyl)piperidin-2-one